(cis)-tert-butyl 3-(1-benzylhexahydro-1H-pyrido[3,4-b][1,4]oxazin-6(7H)-yl)-2,2-dimethylpropanoate C(C1=CC=CC=C1)N1[C@@H]2[C@H](OCC1)CN(CC2)CC(C(=O)OC(C)(C)C)(C)C